C(C1=CC=CC=C1)(C1=CC=CC=C1)(C1=CC=CC=C1)N[C@@H](CCC(N)=O)C(=O)O trityl-L-glutamine